CN(C1=CC(=C(C=O)C=C1)I)C 4-(dimethylamino)-2-iodobenzaldehyde